COC(C(C)(N1C[C@@H](O[C@@H](C1)C)C)NC(=O)OC(C)(C)C)=O ((tert-Butoxycarbonyl)amino)-2-((2S,6R)-2,6-dimethylmorpholino)propanoic acid methyl ester